CC1=CC=C(C=C1)S(=O)(=O)[O-].C1(=CC=CC=C1)[I+]C1=C(C=C(C=C1OC)OC)OC phenyl-(2,4,6-trimethoxyphenyl)iodonium p-toluenesulfonate